4-((3,4-dioxo-2-((2,5,5-trimethyl-2,4,5,6-tetrahydrocyclopenta[c]pyrazol-6-yl)amino)cyclobut-1-en-1-yl)amino)-3-hydroxy-N,N-dimethylpicolinamide O=C1C(=C(C1=O)NC1=C(C(=NC=C1)C(=O)N(C)C)O)NC1C(CC=2C1=NN(C2)C)(C)C